4-[3-({[(4R)-azepan-4-yl]methyl}amino)-1-[4-(1,1-dioxo-1λ6-thio-morpholin-4-yl)-2-(propan-2-yloxy)phenyl]-1H-pyrazol-5-yl]-2-fluorobenzonitrile N1CC[C@@H](CCC1)CNC1=NN(C(=C1)C1=CC(=C(C#N)C=C1)F)C1=C(C=C(C=C1)N1CCS(CC1)(=O)=O)OC(C)C